(S)-(1-(4-(6-Amino-9H-purin-9-yl)phenyl)ethyl)carbamate NC1=C2N=CN(C2=NC=N1)C1=CC=C(C=C1)[C@H](C)NC([O-])=O